N-(3-Chloro-4-fluorophenyl)-4-(5-(3-(difluoromethyl)-1-ethyl-1H-pyrazol-5-yl)-5-hydroxyoctahydropentalen-2-yl)-1-methyl-1H-imidazole-5-carboxamide ClC=1C=C(C=CC1F)NC(=O)C1=C(N=CN1C)C1CC2CC(CC2C1)(O)C1=CC(=NN1CC)C(F)F